2-(2,6-dioxo-3-piperidyl)-4-[2-[2-[2-(2-prop-2-ynoxyethoxy)ethoxy]ethoxy]ethylamino]isoindoline-1,3-dione O=C1NC(CCC1N1C(C2=CC=CC(=C2C1=O)NCCOCCOCCOCCOCC#C)=O)=O